sodium monolauroyl sarcosinate N(C)CC(=O)OC(CCCCCCCCCCC)=O.[Na]